(E)-2-benzylidene-4-oxo-4-((1-(4-(trifluoromethyl)phenyl)ethyl)amino)butanoic acid C(/C1=CC=CC=C1)=C(\C(=O)O)/CC(NC(C)C1=CC=C(C=C1)C(F)(F)F)=O